tert-Butyl 5-(ethylsulfonyl)-1-hydroxyisoindoline-2-carboxylate C(C)S(=O)(=O)C=1C=C2CN(C(C2=CC1)O)C(=O)OC(C)(C)C